6-(6-((6-methoxypyridin-3-yl)methyl)-3,6-diazabicyclo[3.1.1]heptan-3-yl)pyridine COC1=CC=C(C=N1)CN1C2CN(CC1C2)C2=CC=CC=N2